2,2,2-Trifluoroethyl (S)-2-amino-3-(isoquinolin-4-yl)propanoate dihydrochloride Cl.Cl.N[C@H](C(=O)OCC(F)(F)F)CC1=CN=CC2=CC=CC=C12